2-(4,7,10-tris(phosphonomethyl)-1,4,7,10-tetraazacyclododecan-1-yl)acetic acid P(=O)(O)(O)CN1CCN(CCN(CCN(CC1)CP(=O)(O)O)CP(=O)(O)O)CC(=O)O